exo-cis-3-aminobicyclo[2.2.1]-hept-5-ene-2-carboxylic acid hydrochloride Cl.NC1C(C2C=CC1C2)C(=O)O